13-cyclohexadecen-2-one C1C(CCCCCCCCCCC=CCC1)=O